5-(morpholin-4-yl)isoindolin-1-one N1(CCOCC1)C=1C=C2CNC(C2=CC1)=O